[Na].[Ga].[Cu].CC1=CC=C(C=C1)C1=NC=CC(=N1)C1=CC(=C(C(=C1)OC)OC)OC 2-(4-(methyl)phenyl)-4-(3,4,5-trimethoxyphenyl)pyrimidine copper-gallium-sodium